N1=C(C=CC=C1)C=1C=NC=C(C1)[C@H](C)NC=1C=C(C(=O)N[C@@H]2[C@H](CCCC2)O)C=CC1C 3-{[(1S)-1-([2,3'-bipyridine]-5'-yl)ethyl]amino}-N-[(1S,2S)-2-hydroxycyclohexyl]-4-methylbenzamide